C(C)(C)N1C(=NC=2C(=NC=3C=C(C=CC3C21)C2=NNC=C2)N)[C@@H]2CNCCC2 (S)-1-isopropyl-2-(piperidin-3-yl)-7-(1H-pyrazol-3-yl)-1H-imidazo[4,5-c]quinolin-4-amine